NC1=C(C(=NN1C(C)C)C(=O)NC=1C(=NC=C(C1)NC(CC1=CC2=CC=CC=C2C=C1)=O)F)C(=O)N 5-amino-N3-(2-fluoro-5-(2-(naphthalen-2-yl)acetamido)pyridin-3-yl)-1-isopropyl-1H-pyrazole-3,4-dicarboxamide